BrC=1C(NN=CC1Br)=O 4,5-dibromopyridazin-3-one